(3R,4S)-1-{2-[1-(cyclopropylmethyl)-1H-pyrrolo[2,3-b]pyridin-2-yl]-1-methyl-1H-1,3-benzodiazole-5-carbonyl}-4-methoxypiperidine-3-amine C1(CC1)CN1C(=CC=2C1=NC=CC2)C2=NC1=C(N2C)C=CC(=C1)C(=O)N1C[C@H]([C@H](CC1)OC)N